Tert-Butyl-4-benzylpiperazine C(C)(C)(C)N1CCN(CC1)CC1=CC=CC=C1